NC1=CC(=NC(=C1C#N)C1=NC(=NC=C1)N1C[C@@H](CC1)O)C=1SC=CN1 (R)-4-amino-2-(2-(3-hydroxypyrrolidin-1-yl)pyrimidin-4-yl)-6-(thiazol-2-yl)nicotinonitrile